4-pentene oxygen [O].CCCC=C